C(=O)O.N1CC(CC1)C1=CC=C(S1)C(CSC=1OC2=NC(=CC=C2N1)C(F)(F)F)=O 1-(5-(pyrrolidin-3-yl)thiophen-2-yl)-2-((5-(trifluoromethyl)oxazolo[5,4-b]pyridin-2-yl)thio)ethan-1-one formic acid salt